2-morpholino-thiazolo[4,5-d]pyrimidin-7-amine O1CCN(CC1)C=1SC2=C(N=CN=C2N)N1